C(C)(C)(C)OC(=O)N1CC2(C1)CC(C2)N2N=C(C(=C2C)Br)C(C=C(C)N(C)C)=O Tert-butyl-6-(4-bromo-3-(3-(dimethylamino) but-2-enoyl)-5-methyl-1H-pyrazol-1-yl)-2-azaspiro[3.3]Heptane-2-carboxylate